C1=CC=CC=2C3=CC=CC=C3C(C12)COC(=O)N[C@@H]1C[C@H](N(C1)C(=O)C=1N=C(N(C1)C)C)C=1SC=C(N1)C(=O)OCC ethyl 2-((2S,4R)-4-((((9H-fluoren-9-yl)methoxy)carbonyl)amino)-1-(1,2-dimethyl-1H-imidazole-4-carbonyl)pyrrolidin-2-yl)thiazole-4-carboxylate